O1C(=COCC1)B1OC(C(O1)(C)C)(C)C 2-(5,6-dihydro-1,4-dioxin-2-yl)-4,4,5,5-tetramethyl-1,3,2-dioxaborolane